F\C(\C(=O)NC=1C(=NC(=CC1C)OC)C)=C/C1=CC=C2C=NN(C2=C1F)C1OCCCC1 (2Z)-2-fluoro-3-[7-fluoro-1-(oxan-2-yl)indazol-6-yl]-N-(6-methoxy-2,4-dimethylpyridin-3-yl)prop-2-enamide